O(CC1=CC=C(C=C1)C=C)CC1=CC=C(C=C1)C=C 4,4'-(oxybis(methylene))bis(vinylbenzene)